(E)-3-chloro-2-(2-fluoro-4-isopropyl-3,5-dimethoxystyryl)pyridine ClC=1C(=NC=CC1)\C=C\C1=C(C(=C(C(=C1)OC)C(C)C)OC)F